Methyl 4-(2-((tert-Butoxycarbonyl) amino) pyridin-4-yl)-4-cyanovalerate C(C)(C)(C)OC(=O)NC1=NC=CC(=C1)C(CCC(=O)OC)(C)C#N